C1(CCCC1)CN[C@@H]1CCO[C@]12O[C@@H]([C@@H]([C@@H]([C@H]2O)N2N=NC(=C2)C2=CC(=C(C(=C2)F)F)F)O)CO (4R,5S,7R,8R,9S,10R)-4-((cyclopentylmethyl)amino)-7-(hydroxymethyl)-9-(4-(3,4,5-trifluorophenyl)-1H-1,2,3-triazol-1-yl)-1,6-dioxaspiro[4.5]decane-8,10-diol